1-(4-(3,4-dichlorophenyl)thiazol-2-yl)-3-methyl-4-(2-nitrobenzyl)-1H-pyrazole-5-carboxylic acid methyl ester COC(=O)C1=C(C(=NN1C=1SC=C(N1)C1=CC(=C(C=C1)Cl)Cl)C)CC1=C(C=CC=C1)[N+](=O)[O-]